(S)-N-(5-bromo-2-(3,4-dimethylpiperazin-1-yl)-4-fluorophenyl)-4-(difluoromethyl)-1-methyl-6-oxo-1,6-dihydropyridine-3-carboxamide BrC=1C(=CC(=C(C1)NC(=O)C1=CN(C(C=C1C(F)F)=O)C)N1C[C@@H](N(CC1)C)C)F